ClC1=C(C=CC=C1)C=1C(=NC(=CC1)N)N 3-(2-chlorophenyl)pyridine-2,6-diamine